N-(6-(N-(tert-butyl)sulfamoyl)pyridin-2-yl)-6-fluoro-2-(6-azaspiro[2.5]octan-6-yl)nicotinamide C(C)(C)(C)NS(=O)(=O)C1=CC=CC(=N1)NC(C1=C(N=C(C=C1)F)N1CCC2(CC2)CC1)=O